C1(CC1)NC(=O)NC1=NC2=C(N1)C=CC(=C2)C2=C(C=CC(=C2)CC2=NNC(C1=CC=CC=C21)=O)F 1-Cyclopropyl-3-(5-(2-fluoro-5-((4-oxo-3,4-dihydrophthalazin-1-yl)methyl)phenyl)-1H-benzoimidazol-2-yl)urea